ClC1=CC=CC(=N1)C(C#N)(C)C=1C=NN(C1C1CC1)C 2-(6-chloro-2-pyridyl)-2-(5-cyclopropyl-1-methyl-pyrazol-4-yl)propanenitrile